2-[3-[3-(Difluoromethoxy)-5-methoxy-4-(2-oxa-6-azaspiro[3.3]heptane-6-carbonyl)phenyl]imidazo[1,2-a]pyridin-7-yl]-2-methyl-propionitrile FC(OC=1C=C(C=C(C1C(=O)N1CC2(COC2)C1)OC)C1=CN=C2N1C=CC(=C2)C(C#N)(C)C)F